C1(CC1)C1=CN=C(N=N1)N[C@@H]1C[C@H](CC1)NC1=NC=C(C=C1)I (1S,3S)-N1-(6-Cyclopropyl-1,2,4-triazin-3-yl)-N3-(5-iodopyridin-2-yl)cyclopentane-1,3-diamine